N-(1-methylpiperidin-4-yl)-3-(5-oxo-2,3,4,5-tetrahydrobenzo[f][1,4]oxazepin-8-yl)-1H-pyrrolo[2,3-b]pyridine-5-carboxamide CN1CCC(CC1)NC(=O)C=1C=C2C(=NC1)NC=C2C2=CC1=C(C(NCCO1)=O)C=C2